C(C1=CC=CC=C1)OC(=O)N[C@H](C(=O)OCC1=CC=CC=C1)CI Benzyl (R)-2-(((benzyloxy) carbonyl) amino)-3-iodopropionate